(3-chlorophenyl)-1,3,5-triazine ClC=1C=C(C=CC1)C1=NC=NC=N1